FC1=C(COC2=CC=C(C=C2)C=2CCCN2)C=CC=C1 (S)-5-(4-((2-fluorobenzyl)oxy)phenyl)-3,4-dihydro-2H-pyrrole